O[C@@H]1CC[C@@]2([C@H]3CC[C@@]4([C@H](CC[C@H]4[C@@H]3[C@H](C[C@@H]2C1)O)[C@@H](CCC=O)C)C)C (R)-4-((3R,5S,7S,8R,9S,10S,13R,14S,17R)-3,7-dihydroxy-10,13-dimethylhexadecahydro-1H-cyclopenta[a]phenanthren-17-yl)pentanal